di-tert.-butylmethylphosphine C(C)(C)(C)P(C)C(C)(C)C